C(C)S(=O)(=O)C=1C(=NC(=CC1)OCC(C(F)(F)F)(F)F)C1=NC=2N(C=C1)N=C(C2)C(F)(F)F 5-(3-(ethylsulfonyl)-6-(2,2,3,3,3-pentafluoropropoxy)pyridin-2-yl)-2-(trifluoromethyl)pyrazolo[1,5-a]pyrimidine